cyclopropyl(3-(2-(dimethylamino)ethyl)-1H-indol-1-yl)methanone C1(CC1)C(=O)N1C=C(C2=CC=CC=C12)CCN(C)C